Methyl 3-cyclobutyl-1-(4-fluorophenyl)-4-[4-(4-methoxy-1-piperidyl)-1-piperidyl]pyrazolo[3,4-b]pyridine-6-carboxylate C1(CCC1)C1=NN(C2=NC(=CC(=C21)N2CCC(CC2)N2CCC(CC2)OC)C(=O)OC)C2=CC=C(C=C2)F